CN(C(=O)N(CC)CC)C1=CC=CC=C1 N-methylphenyl-N',N'-diethylurea